ClC1=CC=C(C=C1)C=1C=C(C(N(N1)C=1C=NSC1)=O)C(=O)NCC(C)(C)O 6-(4-chlorophenyl)-N-(2-hydroxy-2-methylpropyl)-3-oxo-2-(1,2-thiazol-4-yl)-2,3-dihydropyridazine-4-carboxamide